2-(2-chloro-3-pyridinyl)acetic acid ClC1=NC=CC=C1CC(=O)O